C(C)(C)(C)C1=CC=C(C=N1)C=1N=C2SCC(CN2C(C1C#N)=O)CC 8-(6-(tert-butyl)pyridin-3-yl)-3-ethyl-6-oxo-3,4-dihydro-2H,6H-pyrimido[2,1-b][1,3]thiazine-7-carbonitrile